4-(3-fluorophenyl)-1-(5-(isopropylsulfanyl)-4-(4-(trifluoromethyl)cyclohex-1-en-1-yl)thiazol-2-yl)-3-methyl-1H-pyrazole-5-carboxylic acid FC=1C=C(C=CC1)C=1C(=NN(C1C(=O)O)C=1SC(=C(N1)C1=CCC(CC1)C(F)(F)F)SC(C)C)C